3,3-bis(4-cyanooxyphenyl)-2-methylpentane C(#N)OC1=CC=C(C=C1)C(C(C)C)(CC)C1=CC=C(C=C1)OC#N